C(C)(C)(C)OC(=O)N\C(=N/C(=O)OC(C)(C)C)\NC1=C(C=C(C(=O)OC)C=C1)I methyl 4-{[(1Z)-{[(tert-butoxy)carbonyl]amino}({[(tert-butoxy) carbonyl]imino})methyl]amino}-3-iodobenzoate